CN1C2CN(C(C1)CC2)NC2=CC=CC=C2 5-methyl-2,5-diazabicyclo[2.2.2]octan-2-ylaniline